endo-tert-butyl (1R,5S,7r)-7-hydroxy-3-oxa-9-azabicyclo[3.3.1]nonane-9-carboxylate OC1C[C@H]2COC[C@@H](C1)N2C(=O)OC(C)(C)C